The molecule is a labdane diterpenoid that is labdane with a double bond at position 13 and is substituted by hydroxy groups at positions 8alpha and 19 and a carboxy group at position 15. Isolated from the aerial parts of Crassocephalum mannii, it exhibits inhibitory activity towards cyclooxygenases (COX-1 and COX-2). It has a role as a cyclooxygenase 1 inhibitor, a cyclooxygenase 2 inhibitor and a plant metabolite. It is a labdane diterpenoid, a diol and an alpha,beta-unsaturated monocarboxylic acid. C/C(=C\\C(=O)O)/CC[C@@H]1[C@]2(CCC[C@@]([C@@H]2CC[C@@]1(C)O)(C)CO)C